3-[2-(2-Chloro-3-fluorophenyl)ethynyl]azetidine ClC1=C(C=CC=C1F)C#CC1CNC1